4-[(5R)-6-[(5-methoxy-7-methyl-1H-indol-4-yl)methyl]-6-azaspiro[2.5]octan-5-yl]-3-(methylamino)benzoic acid COC=1C(=C2C=CNC2=C(C1)C)CN1[C@H](CC2(CC2)CC1)C1=C(C=C(C(=O)O)C=C1)NC